2,3,4,9-tetrahydro-1H-pyrido[3,4-b]indole-3-carboxylic acid methyl ester COC(=O)C1CC2=C(NC3=CC=CC=C23)CN1